C(C)(C)(C1=CC=CC=C1)C1=CC=CC=2NN=NC21 cumyl-benzotriazole